7-bromo-5-[4-[2-(4-chlorophenyl)ethyl]piperazin-1-yl]sulfonyl-1H-benzimidazole BrC1=CC(=CC2=C1NC=N2)S(=O)(=O)N2CCN(CC2)CCC2=CC=C(C=C2)Cl